COC12CCC(C3OC4=C(C31)C=C(C=C4)C=O)C2 Methoxy-1,2,3,4,4a,9b-hexahydro-1,4-methanodibenzo[b,d]furan-8-carbaldehyde